1-(2-(3-chloro-5-nitropyridin-2-yl)-2H-1,2,3-triazol-4-yl)ethane-1,2-diol ClC=1C(=NC=C(C1)[N+](=O)[O-])N1N=CC(=N1)C(CO)O